6-(4-cyclopropyl-6-methoxypyrimidin-5-yl)-1-(4-(1-isopropyl-4-(trifluoromethyl)-1H-imidazol-2-yl)benzyl)-4,5-dihydro-1H-pyrazolo[3,4-d]pyrimidine C1(CC1)C1=NC=NC(=C1C=1NCC2=C(N1)N(N=C2)CC2=CC=C(C=C2)C=2N(C=C(N2)C(F)(F)F)C(C)C)OC